(2-fluorophenyl)pyrrolidin-3-amine FC1=C(C=CC=C1)N1CC(CC1)N